(dipropylamino)diethyl-(3-vinylphenyl)silane C(CC)N(CCC)[Si](C1=CC(=CC=C1)C=C)(CC)CC